7,8-difluoro-2,3,4,5-tetrahydro-1H-benzo[d]azepin-1-amine FC1=CC2=C(C(CNCC2)N)C=C1F